4-amino-N-cyclopropyl-N-(4-ethynyl-2-methoxybenzyl)-1-methyl-1H-pyrazolo[4,3-c]quinoline-8-carboxamide NC1=NC=2C=CC(=CC2C2=C1C=NN2C)C(=O)N(CC2=C(C=C(C=C2)C#C)OC)C2CC2